Choline Sulfate S(=O)(=O)(O)OCC[N+](C)(C)C